CC1(CN(C2=CC=CC=C12)C(=O)N1CCC(CC1)(C(=O)O)CC(=O)N(C1=CC=CC=C1)C1=C(C=CC=C1)F)C 1-(3,3-dimethylindoline-1-carbonyl)-4-(2-((2-fluorophenyl)(phenyl)amino)-2-oxoethyl)piperidine-4-carboxylic acid